Br.N1CCC(CC1)C1=CC=C(C=C1)O 4-(4-piperidyl)phenol HBr salt